CN1N=CC=C1CNC1=CC=C2C(=CC(OC2=C1)=O)C1=C(C=CC=C1)C 7-(((1-methyl-1H-pyrazol-5-yl)methyl)amino)-4-(o-tolyl)-2H-chromen-2-one